4-[3-[2,6-Dichloro-4-[(2R)-2-methyl-4-(oxetan-3-yl)piperazin-1-yl]benzoyl]-2,4-dihydro-1,3-benzoxazin-8-yl]-5-fluoro-2-(3-oxa-8-azabicyclo[3.2.1]octan-8-yl)benzoic acid ClC1=C(C(=O)N2COC3=C(C2)C=CC=C3C3=CC(=C(C(=O)O)C=C3F)N3C2COCC3CC2)C(=CC(=C1)N1[C@@H](CN(CC1)C1COC1)C)Cl